2-(6-Oxo-5-(trifluoromethyl)-1,6-dihydropyridin-3-yl)ethyl (3S,5R)-3,5-dimethyl-4-(5-methylpyrimidin-2-yl)piperazine-1-carboxylate C[C@H]1CN(C[C@H](N1C1=NC=C(C=N1)C)C)C(=O)OCCC1=CNC(C(=C1)C(F)(F)F)=O